E-(2S)-N-[(1S)-1-(2-Amino-2-oxo-ethyl)prop-2-ynyl]-1-[3-hydroxy-1-[4-(trifluoromethoxy)phenyl]cyclobutanecarbonyl]pyrrolidine-2-carboxamide NC(C[C@@H](C#C)NC(=O)[C@H]1N(CCC1)C(=O)C1(CC(C1)O)C1=CC=C(C=C1)OC(F)(F)F)=O